ClC1=C(C=C(OCCCN2C(=C(C(=C2C)S(=O)(=O)C2=CC(=CC=C2)OC)C)C(=O)O)C=C1C)C 1-(3-(4-Chloro-3,5-dimethylphenoxy)propyl)-4-((3-methoxyphenyl)sulfonyl)-3,5-dimethyl-1H-pyrrole-2-carboxylic acid